[1,4'-bipyridine]-2-one N1(C(C=CC=C1)=O)C1=CC=NC=C1